BrC=1C(=CC(=NC1)OCC1=CC=C(C=C1)OC)OCC 5-Bromo-4-ethoxy-2-((4-methoxybenzyl)oxy)pyridine